CC1=C(C(=CC=C1)C)P(C1=C(C=CC=C1C)C)C1=C(C=CC=C1C)C tris(2,6-dimethylphenyl)-phosphine